3-(3-chloro-2-fluoro-phenyl)-4-(4-chloro-2-fluoro-phenyl)-4-cyano-5-(2,2-dimethylpropyl)pyrrolidine-2-carboxylic acid ClC=1C(=C(C=CC1)C1C(NC(C1(C#N)C1=C(C=C(C=C1)Cl)F)CC(C)(C)C)C(=O)O)F